3-methyl-1-(tetrahydro-2H-pyran-4-yl)-1H-pyrazole CC1=NN(C=C1)C1CCOCC1